OCC=1C(=NC=CC1C1=CN(C(C(=C1)NC1=NNC(=C1)C)=O)C)N1C(C=2N(C=3CCCCC3C2)CC1)=O 2-(3-(Hydroxymethyl)-4-(1-methyl-5-(5-methyl-1H-pyrazol-3-ylamino)-6-oxo-1,6-dihydropyridin-3-yl)pyridin-2-yl)-3,4,6,7,8,9-hexahydropyrazino[1,2-a]indol-1(2H)-one